COC1=C(C=C(C=C1)OC)C(CC1=CC(=CC=C1)OC)=O 1-(2,5-dimethoxyphenyl)-2-(3-methoxyphenyl)ethan-1-one